5-cyclopropyl-4,7-difluoro-3,3-dimethylindolin-2-one C1(CC1)C=1C(=C2C(C(NC2=C(C1)F)=O)(C)C)F